2-mercapto-5-(4-methyl-α-hydroxybenzyl)-1,3,4-oxadiazole SC=1OC(=NN1)C(C1=CC=C(C=C1)C)O